FC(OC(C(OC(C(=O)NCCCN(C)C)(C(F)(F)F)F)(F)F)(F)F)(OC(F)(F)F)F 2-(2-(difluoro(trifluoromethoxy)methoxy)-1,1,2,2-tetrafluoroethoxy)-N-(3-(dimethylamino)propyl)-2,3,3,3-tetrafluoropropanamide